tertbutyl-pyrazolo[3,4-d]pyrimidin C(C)(C)(C)C1=NNC2=NC=NC=C21